C(C=C)OC1=C(C=CC=C1)NS(=O)(=O)C1=CC=C(C=C1)C N-(2-(allyloxy)phenyl)-4-methylbenzenesulfonamide